FC(C=1C2=C(N=C(N1)SC)CN(C2=O)CC2(CCCCC2)C(F)(F)F)F 4-(difluoromethyl)-2-(methylthio)-6-(((1R,3S)-(trifluoromethyl)cyclohexyl)methyl)-6,7-dihydro-5H-pyrrolo[3,4-d]pyrimidin-5-one